O=C1C=2C(=NC=C1)SCN2 7-oxothiazolo[5,4-b]pyridin